(1aR,5aR)-2-(2,4-Difluoro-phenyl)-1a,2,5,5a-tetrahydro-1H-2,3-diaza-cyclopropa[a]pentalene-4-carboxylic Acid (Morpholin-2-ylmethyl)-amide N1CC(OCC1)CNC(=O)C=1C=2C[C@@H]3[C@H](C2N(N1)C1=C(C=C(C=C1)F)F)C3